N-[4-(benzyloxy)-3-sulfamoylphenyl]-2-phenylacetamide C(C1=CC=CC=C1)OC1=C(C=C(C=C1)NC(CC1=CC=CC=C1)=O)S(N)(=O)=O